COC1=CC=C(CN(C2=CC(=C(C(=N2)C2=C(C=C3C(=NC(=NC3=C2F)F)N2CC3CCC(C2)N3C(=O)OC(C)(C)C)C3CC3)C(F)(F)F)C)CC3=CC=C(C=C3)OC)C=C1 tert-butyl 3-(7-(6-(bis(4-methoxybenzyl)amino)-4-methyl-3-(trifluoromethyl)pyridin-2-yl)-6-cyclopropyl-2,8-difluoroquinazolin-4-yl)-3,8-diazabicyclo[3.2.1]octane-8-carboxylate